S(C)(=O)(=O)O.C(=C)N1CN(C=C1)C 1-vinyl-3-methylimidazole mesylate